1-propenylpiperidine-3-carboxylic acid C(=CC)N1CC(CCC1)C(=O)O